{(1R)-2-hydroxy-1-[4-(1H-1,2,4-triazol-1-yl)phenyl]ethyl}carbamate OC[C@@H](C1=CC=C(C=C1)N1N=CN=C1)NC([O-])=O